ClC1=CC=C(C=N1)C[C@H]1C(N([C@H]2C[C@@H]12)C1=C(C(=NN1)C1=CN=NC=C1)C)=O (1S,4R,5S)-4-((6-chloropyridin-3-yl)methyl)-2-(4-methyl-3-(pyridazin-4-yl)-1H-pyrazol-5-yl)-2-azabicyclo[3.1.0]hexan-3-one